azobis(1-imino-1-pyrrolidino-2-methylpropane) N(=NC(C(=N)N1CCCC1)(C)C)C(C(N1CCCC1)=N)(C)C